9-[(3-cyanophenyl)methyl]-3-propyl-2,3,4,9-tetrahydro-1H-carbazole-8-carboxylic acid C(#N)C=1C=C(C=CC1)CN1C2=C(C=CC=C2C=2CC(CCC12)CCC)C(=O)O